1,3-bis(vinylsulfonyl)-1-propanol C(=C)S(=O)(=O)C(CCS(=O)(=O)C=C)O